N-(3-((6,7-dimethoxy-3-methyl-4-oxo-3,4-dihydrophthalazin-1-yl)methyl)phenyl)sulphonamide hydrochloride Cl.COC=1C=C2C(N(N=C(C2=CC1OC)CC=1C=C(C=CC1)NS(=O)=O)C)=O